1-(4-Hydroperoxy-2-hydroxy-6-phenylmethoxyphenyl)-3-phenylprop-2-en-1-one O(O)C1=CC(=C(C(=C1)OCC1=CC=CC=C1)C(C=CC1=CC=CC=C1)=O)O